CN(C(C1=CC=CC=C1)=O)C N,N-dimethylbenzoamide